OC=1C(=NC=C(C1)C1=CC2=CC=C(C=C2C=C1)S(=O)(=O)C)C(=O)NCC(C(=O)O)(C)C 3-(3-Hydroxy-5-(6-(methylsulfonyl)naphthalen-2-yl)pyridinecarboxamido)-2,2-dimethylpropionic acid